NC1=C(C(=NN1C(CO)C)C1=CC=C(C=C1)CC(=O)NC1=CC(=NO1)C12CC(C1)(C2)C)C#N 2-[4-[5-Amino-4-cyano-1-(1-hydroxypropan-2-yl)pyrazol-3-yl]phenyl]-N-(3-[3-methylbicyclo[1.1.1]pentan-1-yl]-1,2-oxazol-5-yl)acetamide